2-(2-hydroxy-3,5-ditert-amylphenyl)benzotriazole OC1=C(C=C(C=C1C(C)(C)CC)C(C)(C)CC)N1N=C2C(=N1)C=CC=C2